O(C(=O)C)C1=C(C=C(C=C1C(C)(C)C)O)C(C)(C)C 4-acetoxyl-3,5-di-tert-butylphenol